(4-(1-(4-fluorophenyl)-1H-pyrazol-4-yl)phenyl)methylamine FC1=CC=C(C=C1)N1N=CC(=C1)C1=CC=C(C=C1)CN